C(C1CO1)OCCC[Si](OC)(OC)OC L-3-glycidoxypropyl-trimethoxysilane